4-((2s,4r,6s)-2-cyano-7-((5-methoxy-7-methyl-1H-indol-4-yl)methyl)-7-azaspiro[3.5]Nonan-6-yl)benzoic acid C(#N)C1CC2(C1)C[C@H](N(CC2)CC2=C1C=CNC1=C(C=C2OC)C)C2=CC=C(C(=O)O)C=C2